1-(4-(2-(4-bromophenyl)-propan-2-yl)thiazol-2-yl)-3-(2-(piperazin-1-yl)-ethyl)urea BrC1=CC=C(C=C1)C(C)(C)C=1N=C(SC1)NC(=O)NCCN1CCNCC1